FC(C1=CC=C(C=C1)N1C=2N(C[C@@H](C1)CNC(C=C)=O)N=CN2)(F)F |o1:12| (R)- or (S)-N-((4-(4-(trifluoromethyl)phenyl)-4,5,6,7-tetrahydro-[1,2,4]triazolo[1,5-a]pyrimidin-6-yl)methyl)acrylamide